FC(C1=NC(=NC=C1C1=NC(=NC(=C1)N1[C@H](COCC1)C)N1CCOCC1)N)F (S)-4'-(difluoromethyl)-6-(3-methylmorpholino)-2-morpholino-[4,5'-bipyrimidine]-2'-amine